NC(C)NC1=CC=CC=2C(C3=CC=CC=C3C(C12)=O)=O 1-aminoethylamino-9,10-anthraquinone